(S)-N-(4-fluoro-3-methylphenyl)-1,2,4-trimethyl-5-(2-oxo-2-((2-oxopyrrolidin-3-yl)amino)acetyl)-1H-pyrrole-3-carboxamide FC1=C(C=C(C=C1)NC(=O)C1=C(N(C(=C1C)C(C(N[C@@H]1C(NCC1)=O)=O)=O)C)C)C